N-(1-(butylsulfonyl)piperidin-4-yl)-N-(cyclopropylmethyl)isoquinoline-3-carboxamide C(CCC)S(=O)(=O)N1CCC(CC1)N(C(=O)C=1N=CC2=CC=CC=C2C1)CC1CC1